(S)-2-amino-3-((S)-2-oxopyrrolidin-3-yl)propionic acid methyl ester hydrochloride Cl.COC([C@H](C[C@H]1C(NCC1)=O)N)=O